7-ethoxy-5,5-dimethyl-5H-benzo[g]indeno[2,1-c]isoquinoline C(C)OC1=NC2=C(C=3C=C4C(=CC13)C=CC=C4)C=4C=CC=CC4C2(C)C